[N+](=O)([O-])C1=CC=C(C=C1)C1=NN=C(O1)NC(C1=C(C=CC=C1)OC1=CC(=CC=C1)F)=O N-(5-(4-nitrophenyl)-1,3,4-oxadiazol-2-yl)-2-(3-fluorophenoxy)benzamide